Cl.FC(C=1C=C(C=CC1)[C@@H](C)N)F (1R)-1-[3-(difluoromethyl)phenyl]ethanamine hydrochloride